C[C@@H]1C=2N(CCN1C1C(NC3=CC=CC=C3C1)=O)C(=NN2)C2=NC(=NS2)C 3-((R)-8-methyl-3-(3-methyl-1,2,4-thiadiazol-5-yl)-5,6-dihydro-[1,2,4]triazolo[4,3-a]pyrazin-7(8H)-yl)-3,4-dihydroquinolin-2(1H)-one